(2S,6R)-2,6-dimethyl-4-(3-(2-methylbenzo[d]thiazol-6-yl)imidazo[1,2-b]pyridazin-6-yl)morpholine C[C@H]1CN(C[C@H](O1)C)C=1C=CC=2N(N1)C(=CN2)C2=CC1=C(N=C(S1)C)C=C2